β-[3-(2H-benzotriazol-2-yl)-4-hydroxy-5-tert.butylphenyl]-propionic acid N=1N(N=C2C1C=CC=C2)C=2C=C(C=C(C2O)C(C)(C)C)CCC(=O)O